ClC=1C=CC(=C(C(=O)N(C(OC(C)(C)C)=O)C)C1)S(=O)(=O)Cl tert-butyl (5-chloro-2-(chlorosulfonyl)benzoyl)(methyl)carbamate